FC(C1=NC=C(C=N1)NC(=O)[C@H]1CC12CCN(CC2)C(=O)OC(C(F)(F)F)C(F)(F)F)(F)F 1,1,1,3,3,3-hexafluoropropan-2-yl (S)-1-((2-(trifluoromethyl)pyrimidin-5-yl)carbamoyl)-6-azaspiro[2.5]octane-6-carboxylate